C1(CC1)C1=NN(C=C1)C1=CC=C(CN2C3CN(CC2C3)C3=CC=C(C=N3)C3=NC(=CC(=N3)NC3=NNC(=C3)C)C)C=C1 2-(6-(6-(4-(3-cyclopropyl-1H-pyrazol-1-yl)benzyl)-3,6-diazabicyclo[3.1.1]heptane-3-yl)pyridin-3-yl)-6-methyl-N-(5-methyl-1H-pyrazol-3-yl)pyrimidin-4-amine